4-(methyldioxy-lambda6-thio)pyrimidine [3-(trifluoromethyl)cyclohexyl]4-methylbenzenesulfonate FC(C1CC(CCC1)OS(=O)(=O)C1=CC=C(C=C1)C)(F)F.COO[SH4]C1=NC=NC=C1